C(C)(=O)OC=1C=C2C(CC(C2=CC1)C1=NN(C=C1)C(C)=O)=O [1-(1-acetylpyrazol-3-yl)-3-oxo-indan-5-yl] acetate